N-(2-acetyl-4,6-dimethylphenyl)-3-(3,4-dimethylisoxazol-5-ylsulfamoyl)thiophene-2-carboxamide C(C)(=O)C1=C(C(=CC(=C1)C)C)NC(=O)C=1SC=CC1S(NC1=C(C(=NO1)C)C)(=O)=O